FC1=C(C=CC=C1C(C)N1C(OC2=C(C1)C=CC(=C2)OCC2=CC=C(C=C2)OC)=O)NC(OC(C)(C)C)=O tert-butyl N-[2-fluoro-3-(1-{7-[(4-methoxyphenyl)methoxy]-2-oxo-3,4-dihydro-2H-1,3-benzoxazin-3-yl}ethyl)phenyl]carbamate